CC1=CC2(CCC=3C(NC(NC3C2)=S)=O)C2=CC=CC=C12 3-methyl-2'-thioxo-2',3',5',8'-tetrahydro-1'H-spiro[indene-1,7'-quinazolin]-4'(6'H)-one